bis(p-aminocyclohexyl)aniline NC1CCC(CC1)N(C1=CC=CC=C1)C1CCC(CC1)N